2-[1-({[2-(2,6-dioxopiperidin-3-yl)-1-oxo-2,3-dihydro-1H-isoindol-5-yl] methyl} carbamoyl)-2-methylpropan-2-yl]-3,5-dimethylphenylacetate O=C1NC(CCC1N1C(C2=CC=C(C=C2C1)CNC(=O)CC(C)(C)C1=C(C=C(C=C1C)C)CC(=O)[O-])=O)=O